methyl 10H-thieno[2,3-a]carbazole-4-carboxylate S1C=CC2=C1C=1NC3=CC=CC=C3C1C=C2C(=O)OC